CN1C(N(C2=C1C=CC(=C2)NC=2C=NC(=CC2)N2CCC(CC2)C)C)=O 1,3-dimethyl-5-((6-(4-methylpiperidin-1-yl)pyridin-3-yl)amino)-1,3-dihydro-2H-benzo[d]imidazol-2-one